(S)-2-((2-(2-methoxy-2-oxoethyl)phenoxy)methyl)pyrrolidine-1-carboxylic acid tert-butyl ester C(C)(C)(C)OC(=O)N1[C@@H](CCC1)COC1=C(C=CC=C1)CC(=O)OC